C(N)(OCC(N(C)C1=NC2=CC(=CC=C2C(=C1)N1C=NC=C1)Cl)C(C)(C)C)=O tert-butyl(2-((7-chloro-4-(1H-imidazol-1-yl) quinolin-2-yl)(methyl)amino)ethyl) carbamate